NC1=C(C(=NN1C1CCCC1)C1=CC(=C(C=C1F)CNC(C1=C(C=CC=C1)OC)=O)F)C#N N-[[4-(5-amino-4-cyano-1-cyclopentyl-pyrazol-3-yl)-2,5-difluoro-phenyl]methyl]-2-methoxy-benzamide